5-(4-chlorophenyl)-1,3,4-oxadiazole-2-carboxylic acid methyl ester COC(=O)C=1OC(=NN1)C1=CC=C(C=C1)Cl